O1COC2=C1C=CC(=C2)NC2=NC(=NC1=CC=C(C=C21)[N+](=O)[O-])C2=CC=CC1=CC=CC=C21 N-(Benzo[d][1,3]dioxol-5-yl)-2-(naphthalen-1-yl)-6-nitroquinazolin-4-amine